FC=1C(=NC(=NC1)NC=1C=C(C=CC1)S(=O)(=O)N)C1=C(N=C(S1)NC)C 3-[[5-Fluoro-4-[4-methyl-2-(methylamino)-1,3-thiazol-5-yl]pyrimidin-2-yl]amino]benzenesulfonamide